C(C)(=O)O[C@H]1[C@H](O[C@H]([C@@H]([C@H]1OC(C)=O)OC(C)=O)OC[C@@H](C(=O)OCC1=CC=CC=C1)N)COC(C)=O (2R,3S,4S,5R,6R)-2-(acetoxymethyl)-6-((S)-2-amino-3-(benzyloxy)-3-oxopropoxy)tetrahydro-2H-pyran-3,4,5-triyl triacetate